Ethyl (5S)-5-methyl-2-[1-(oxan-4-yl)pyrazol-4-yl]-6,7-dihydro-5H-pyrazolo[5,1-b][1,3]oxazine-3-carboxylate C[C@H]1CCN2C(O1)=C(C(=N2)C=2C=NN(C2)C2CCOCC2)C(=O)OCC